Methyl 2-(chlorocarbonyl)-[1,1'-biphenyl]-3-carboxylate ClC(=O)C1=C(C=CC=C1C(=O)OC)C1=CC=CC=C1